C([O-])([O-])=O.[Ca+2].O water calcium carbonate